3-isocyanato-5,5-dimethyl-1-hexene N(=C=O)C(C=C)CC(C)(C)C